N-(4-cyanophenyl)-7-(5-(trifluoromethyl)-1,2,4-oxadiazol-3-yl)imidazo[1,2-a]pyridine-2-carboxamide C(#N)C1=CC=C(C=C1)NC(=O)C=1N=C2N(C=CC(=C2)C2=NOC(=N2)C(F)(F)F)C1